1-(1-(4-Fluorophenyl)-5-(trifluoromethyl)-1H-pyrazol-3-yl)propan-1-one FC1=CC=C(C=C1)N1N=C(C=C1C(F)(F)F)C(CC)=O